5,5-difluoro-2H,6H,7H-pyrrolo[1,2-c]pyrimidine-1,3-dione FC1(CCN2C(NC(C=C21)=O)=O)F